CC=1C=C(N)C=CC1N1CCNCC1 3-methyl-4-(piperazin-1-yl)aniline